NC1=NC=C(C2=C1C(=NN2[C@@H]2CN(CC2)C(=O)OC(C)(C)C)C#CC=2C=CC1=CN(N=C1C2)C)C(=C)OCCCC (S)-tert-butyl 3-(4-amino-7-(1-butoxyvinyl)-3-((2-methyl-2H-indazol-6-yl)ethynyl)-1H-pyrazolo[4,3-c]pyridin-1-yl)pyrrolidine-1-carboxylate